CC1(OB(OC1(C)C)C=1C=C2CCC(OC2=CC1)CCC(=O)OCC)C ethyl 3-[6-(4,4,5,5-tetramethyl-[1,3,2]dioxaborolan-2-yl)-chroman-2-yl]-propionate